C(C)(C)(C1=CC=CC=C1)S(=O)(=O)[O-] cumyl-sulfonate